ClC1=CC=C2C(=N1)SC(=C2)C(=O)NC=2N=CC=1N(C2)C=C(N1)C 6-chloro-N-(2-methylimidazo[1,2-a]pyrazin-6-yl)thieno[2,3-b]pyridine-2-carboxamide